methyl 2-(benzyloxycarbonylamino)propanoate C(C1=CC=CC=C1)OC(=O)NC(C(=O)OC)C